[Co]=O.[Si] silicon-cobalt oxide